ClC=1C=C(C=CC1)C1OP(OCC1)(=O)NC1=NC(N(C=C1)[C@@H]1O[C@@H]([C@H](C1(F)F)O)CO)=O 4-((4-(3-chlorophenyl)-2-oxo-1,3,2-dioxaphosphorinan-2-yl)amino)-1-((2R,4R,5R)-3,3-difluoro-4-hydroxy-5-(hydroxymethyl)tetrahydrofuran-2-yl)pyrimidin-2(1H)-one